O=C1N(C(CCC1N1C(C2=CC=C(C=C2C1)O[C@H]1CN(C[C@H](C1)F)C(=O)OC(C)(C)C)=O)=O)COCC[Si](C)(C)C tert-butyl (3r,5s)-3-((2-(2,6-dioxo-1-((2-(trimethylsilyl) ethoxy) methyl) piperidin-3-yl)-1-oxoisoindolin-5-yl) oxy)-5-fluoropiperidine-1-carboxylate